ClC=1C=C2C=C(N(C2=CC1)CC1=C(C=CC=C1)F)C(=O)N1CCN(CC1)C1=NC=CC=N1 (5-chloro-1-(2-fluorobenzyl)-1H-indol-2-yl)(4-(pyrimidin-2-yl)piperazin-1-yl)methanone